C1(=CC=CC=C1)C#CC=1C=NC=2[C@H]3[C@@H](CCC2C1)N(CC3)C(=O)OC (6aR,9aR)-Methyl 3-(phenylethynyl)-6,6a,9,9a-tetrahydro-5H-pyrrolo[2,3-h]quinoline-7(8H)-carboxylate